C1(=CC=CC=C1)C=1OC(/C(/N1)=N/NC1=CC=CC=C1)=O (Z)-2-phenyl-4-(2-phenylhydrazineylidene)oxazol-5(4H)-one